2-[6-(2,5-dichloropyrimidin-4-yl)-1-oxo-2,3-dihydro-1H-isoindol-2-yl]-3-hydroxy-N-[(1-hydroxycyclopropyl)(phenyl)methyl]propanamide tropylium tetrakis(2,4-dimethylphenyl)borate CC1=C(C=CC(=C1)C)[B-](C1=C(C=C(C=C1)C)C)(C1=C(C=C(C=C1)C)C)C1=C(C=C(C=C1)C)C.[CH+]1C=CC=CC=C1.ClC1=NC=C(C(=N1)C1=CC=C2CN(C(C2=C1)=O)C(C(=O)NC(C1=CC=CC=C1)C1(CC1)O)CO)Cl